1,4-bis(4-aminophenyl)-1,4-Diazabutadiene NC1=CC=C(C=C1)N=CC=NC1=CC=C(C=C1)N